2-(4-(7-(3,4-dihydroquinolin-1(2H)-yl)-2-((1-ethylpyrrolidin-2-yl)methoxy)-5,6,7,8-tetrahydroquinazolin-4-yl)-1-(4-(dimethylamino)but-2-enoyl)piperazin-2-yl)acetonitrile N1(CCCC2=CC=CC=C12)C1CCC=2C(=NC(=NC2C1)OCC1N(CCC1)CC)N1CC(N(CC1)C(C=CCN(C)C)=O)CC#N